2-([1,1':2',1''-terphenyl]-4-yl)-4-chloro-6-phenyl-1,3,5-triazine C1(=CC=C(C=C1)C1=NC(=NC(=N1)Cl)C1=CC=CC=C1)C=1C(=CC=CC1)C1=CC=CC=C1